FC(C(O)C1=C(C=C(C=C1)C)[N+](=O)[O-])(F)F 2,2,2-trifluoro-1-(4-methyl-2-nitrophenyl)ethan-1-ol